CN1C(C(=CC2=C1N=C(N=C2)NC=2C=NN(C2)C2CCN(CC2)C)N2CCN(C1=C(C=CC=C21)C)C(C=C)=O)=O 8-methyl-2-[[1-(1-methyl-4-piperidinyl)pyrazol-4-yl]amino]-6-(5-methyl-4-prop-2-enoyl-2,3-dihydroquinoxalin-1-yl)pyrido[2,3-d]pyrimidin-7-one